5-chloro-4-(cyclopentylmethoxy)-N-((4-(((1S,2S)-2-(dimethylamino)-cyclohexyl)amino)-2,6-difluorophenyl)sulfonyl)-2-fluorobenzamide ClC=1C(=CC(=C(C(=O)NS(=O)(=O)C2=C(C=C(C=C2F)N[C@@H]2[C@H](CCCC2)N(C)C)F)C1)F)OCC1CCCC1